C(C)C(CCCC)C=1OC2=CC(=CC=C2C(C1)=O)OC 2-(1-ethylpentyl)-7-methoxychromone